CC1(CCC=2C(=NNC2C1)C=1NC2=CC=C(C=C2C1)C(=O)N1CCC(CC1)CN1CC2=CC(=CC=C2CC1)C1C(NC(CC1)=O)=O)C 3-(2-((1-(2-(6,6-dimethyl-4,5,6,7-tetrahydro-1H-indazol-3-yl)-1H-indole-5-carbonyl)piperidin-4-yl)methyl)-1,2,3,4-tetrahydroisoquinolin-7-yl)piperidine-2,6-dione